5-(1-((tert-butyldimethylsilyl)oxy)-2-hydroxypropan-2-yl)-3-fluorothiophene-2-sulfonimidamide [Si](C)(C)(C(C)(C)C)OCC(C)(O)C1=CC(=C(S1)S(=O)(N)=N)F